(2S,6R)-2-(1-cyclopropylpyrazol-4-yl)-4-[4-(2,4-difluorophenyl)-6,7-bis(trideuteriomethyl)pteridin-2-yl]-6-methyl-morpholine C1(CC1)N1N=CC(=C1)[C@H]1CN(C[C@H](O1)C)C1=NC2=NC(=C(N=C2C(=N1)C1=C(C=C(C=C1)F)F)C([2H])([2H])[2H])C([2H])([2H])[2H]